C(C)N(C(OC1=C(C(=C(C=C1)C)Cl)C1CCNCC1)=O)CC 3-chloro-4-methyl-2-(piperidin-4-yl)phenyl N,N-diethylcarbamate